FC(C(=O)O)(F)F.N[C@@H]1CC[C@H](CC1)NC(=O)C=1SC2=C(N1)C=CC(=C2)Cl trans-N-(4-aminocyclohexyl)-6-chlorobenzo[d]thiazole-2-carboxamide trifluoroacetate salt